(5E)-2-anilino-5-[(5-bromo-1H-indol-3-yl)methylene]-1,3-thiazol-4(5H)-one N(C1=CC=CC=C1)C=1S/C(/C(N1)=O)=C/C1=CNC2=CC=C(C=C12)Br